(3-(2-ethynylphenyl)propionyl)-D-tyrosine methyl ester COC([C@H](NC(CCC1=C(C=CC=C1)C#C)=O)CC1=CC=C(C=C1)O)=O